BrC=1C=NC=CC1C1(CCCC1)C#N 1-(3-bromopyridin-4-yl)cyclopentane-1-carbonitrile